CO[C@H]1[C@@H](CNC1)N |r| rac-(3R,4R)-4-methoxypyrrolidin-3-amine